NCC(CNC1=NC(=NC=C1C1=NC(=NO1)C1=CNOC=C1)NC1=CC2=C(C(OC2(C)C)=O)C=C1)(C)C 5-({4-[(3-amino-2,2-dimethylpropyl)amino]-5-[3-(oxazin-4-yl)-1,2,4-oxadiazol-5-yl]pyrimidin-2-yl}amino)-3,3-dimethyl-1,3-dihydro-2-benzofuran-1-one